di(trifluoromethyl-sulfonic acid) platinum (II) [Pt+2].FC(F)(F)S(=O)(=O)O.FC(F)(F)S(=O)(=O)O